C1(CCC1)NC1=CC(=CC(=N1)N1C(C2=CC(=CC(=C2C1)C(F)(F)F)CNC1(CCC1)C)=O)C1(CC(C1)C)C1=NN=CN1C 2-(6-(cyclobutylamino)-4-((1S,3S)-3-methyl-1-(4-methyl-4H-1,2,4-triazol-3-yl)cyclobutyl)pyridin-2-yl)-6-(((1-methylcyclobutyl)amino)methyl)-4-(trifluoromethyl)isoindolin-1-one